BrC=1C(=NC(=CC1)C1=NN(C=N1)C1OCCCC1)C 3-bromo-2-methyl-6-(1-(tetrahydro-2H-pyran-2-yl)-1H-1,2,4-triazol-3-yl)pyridine